N-(4-hydroxy-3-(methylsulfonylamino)phenyl)-6-(4-(trifluoromethyl)phenyl)nicotinamide tert-butyl-(3S)-3-[(5-bromo-1-trityl-1H-indazol-3-yl)carbamoyl]piperidine-1-carboxylate C(C)(C)(C)OC(=O)N1C[C@H](CCC1)C(NC1=NN(C2=CC=C(C=C12)Br)C(C1=CC=CC=C1)(C1=CC=CC=C1)C1=CC=CC=C1)=O.OC1=C(C=C(C=C1)NC(C1=CN=C(C=C1)C1=CC=C(C=C1)C(F)(F)F)=O)NS(=O)(=O)C